CC(CC(O)C1=CC=CC=C1)CC gamma-methyl-phenyl-pentanol